Diphenylsilyl-bis(4,5,6,7-tetrahydro-1-indenyl)zirconium C1(=CC=CC=C1)[SiH](C1=CC=CC=C1)[Zr](C1C=CC=2CCCCC12)C1C=CC=2CCCCC12